4-Ethyl-guaiacol C(C)C=1C=C(C(=CC1)OC)O